C1(CC1)S(=O)(=N)C1=C(N=C(S1)NC(CC1=CC(=C(C=C1)C1=NC=CC=C1)C)=O)C N-[5-(Cyclopropylsulfonimidoyl)-4-methyl-thiazol-2-yl]-M-methyl-2-[4-(2-pyridyl)phenyl]acetamide